C1(CC1)[C@@H](C)C1=NC2=C(C(N(C=C2C(F)(F)F)C2=NC(=CC(=C2)C2=C(C=C(C=C2)F)C2=NN=CN2C)C2CC2)=O)N1 2-[(1R)-1-cyclopropylethyl]-5-[6-cyclopropyl-4-[4-fluoro-2-(4-methyl-1,2,4-triazol-3-yl)phenyl]pyridin-2-yl]-7-(trifluoromethyl)-3H-imidazo[4,5-c]pyridin-4-one